(S)-2-(6-(5-(1-(2-azaspiro[3.3]heptan-6-yl)piperidin-4-yl)thiazol-2-yl)-5-methyl-6,7,8,9-tetrahydro-5H-pyrido[3',4':4,5]pyrrolo[2,3-c]pyridazin-3-yl)phenol C1NCC12CC(C2)N2CCC(CC2)C2=CN=C(S2)N2[C@H](C1=C(NC=3N=NC(=CC31)C3=C(C=CC=C3)O)CC2)C